C1(=CC(=CC=C1)N)N meta-phenylene-diamine